C(#N)C1=C2N=C(C=NC2=CC=C1NC=1C(=C(C=CC1F)NS(=O)(=O)CCC)F)OCCN1CCOCC1 N1-(3-{[5-cyano-3-(2-morpholinoethoxy)-6-quinoxalinyl]amino}-2,4-difluorophenyl)-1-propanesulfonamide